[I-].C(CCC)P(C12CC3CC(CC(C1)C3)C2)C23CC1CC(CC(C2)C1)C3 n-butyl-bis-(1-adamantyl)phosphine iodide